O=C1NC(CC[C@@H]1NC(=O)[C@@H]1CCNC2=CC=CC=C12)=O (4R)-N-[(3S)-2,6-dioxopiperidin-3-yl]-1,2,3,4-tetrahydroquinolin-4-carboxamide